C(=O)(O)C(C(N)(N)C(=O)O)CC dicarboxyl-butanediamine